FC1=NC=C(C=C1[C@@H](C)N(C(O)=O)C1=C(C=NN1C)C1=NC=C(C=C1)NC(=O)OC(C)(C)C)F.C(C(=C)C)(=O)N1C(=C(C2=CC=C3C(=C12)C=CC=C3)C3=CC=CC=C3)C3=CC=CC=C3 N-methacryloyl-2,3-diphenyl-benzindole (R)-1-(2,5-difluoropyridin-3-yl)ethyl-(4-(5-((tert-butoxycarbonyl)amino)pyridin-2-yl)-1-methyl-1H-pyrazol-5-yl)carbamate